7-[1-(2-hydroxyethyl)piperidin-4-yl]-2-(2-methyl-2H-indazol-5-yl)-4H-pyrido[1,2-a]pyrimidin-4-one OCCN1CCC(CC1)C=1C=CC=2N(C(C=C(N2)C2=CC3=CN(N=C3C=C2)C)=O)C1